N[C@H]1[C@H](N(CC1)C(=O)OC(C)(C)C)CC1=C(C(=CC=C1)Br)F tert-butyl (2R,3R)-3-amino-2-[(3-bromo-2-fluorophenyl)methyl]pyrrolidine-1-carboxylate